I/C=C/C(=O)C1=NC=CC=C1 (E)-3-iodo-1-(pyridin-2-yl)prop-2-en-1-one